2-{3-[2-(2-{[2-(2,6-dioxopiperidin-3-yl)-1,3-dioxo-2,3-dihydro-1H-isoindol-4-yl]amino}ethoxy)ethoxy]phenyl}-N-[4-(4-acetamido-3-fluorophenyl)-5-methyl-1,3-thiazol-2-yl]acetamide O=C1NC(CCC1N1C(C2=CC=CC(=C2C1=O)NCCOCCOC=1C=C(C=CC1)CC(=O)NC=1SC(=C(N1)C1=CC(=C(C=C1)NC(C)=O)F)C)=O)=O